ClC1=CC2=C(C=C3N2C(=NN(C3=O)CC(=O)N[C@@H]3CNCC3)C(C)C)S1 (S)-2-(2-chloro-5-isopropyl-8-oxothieno[2',3':4,5]pyrrolo[1,2-d][1,2,4]triazin-7(8H)-yl)-N-(pyrrolidin-3-yl)acetamide